diethyl ((6-bromo-2-chloroquinazolin-7-yl)difluoromethyl)phosphonate BrC=1C=C2C=NC(=NC2=CC1C(F)(F)P(OCC)(OCC)=O)Cl